CC1=CC=C(C=N1)CNC(=O)C=1SC(=NN1)CCCCN1N=NC(=C1)C(NCC1=NC=CC=C1)=O N-[(6-methylpyridin-3-yl)methyl]-5-(4-{4-[(pyridin-2-ylmethyl)carbamoyl]-1H-1,2,3-triazol-1-yl}butyl)-1,3,4-thiadiazole-2-carboxamide